ClC=1C=C(C=CC1)C1=CC(=CC=C1)CC(=O)N1CC2=C(CCC1)N=C(NC2=O)C2(CC2)C2=CC=CC=C2 6-(2-(3'-chloro-[1,1'-biphenyl]-3-yl)acetyl)-2-(1-phenylcyclopropyl)-3,5,6,7,8,9-hexahydro-4H-pyrimido[5,4-c]azepin-4-one